(2S,3S)-3-(2-chloro-7H-pyrrolo[2,3-d]pyrimidin-7-yl)bicyclo[2.2.2]octane-2-carboxylic acid ethyl ester C(C)OC(=O)[C@H]1C2CCC([C@@H]1N1C=CC3=C1N=C(N=C3)Cl)CC2